CN1CC2(C1)CC(C2)N 2-methyl-2-azaspiro[3.3]heptane-6-amine